3-(5-carboxypentyl)-2-methyl-benzothiazole iodide [I-].C(=O)(O)CCCCCN1C(SC2=C1C=CC=C2)C